rac-N-(5-Chlorothiazol-2-yl)-2-(3,3-difluorocyclopentyl)-2-(4-(2-(methoxymethyl)-2H-tetrazol-5-yl)phenyl)acetamide ClC1=CN=C(S1)NC(C(C1=CC=C(C=C1)C=1N=NN(N1)COC)C1CC(CC1)(F)F)=O